CN(C(C(=O)O)=O)C 2-[di(methyl)amino]-2-oxidanylidene-acetic acid